2-Fluoro-6-[[(1R)-1-[2-(3-fluorophenyl)-3,6-dimethyl-4-oxo-chromen-8-yl]ethyl]amino]benzoic acid FC1=C(C(=O)O)C(=CC=C1)N[C@H](C)C=1C=C(C=C2C(C(=C(OC12)C1=CC(=CC=C1)F)C)=O)C